O1C=C(C=C1)C(=C)CC1=CC=CC=C1 2-(furan-3-yl)-3-phenyl-1-propene